3-(4,4-Difluorocyclohexyloxy)-5-nitrobenzoyl-hydrazine FC1(CCC(CC1)OC=1C=C(C(=O)NN)C=C(C1)[N+](=O)[O-])F